CCC(=O)O.C(C)C(C(=O)O)CCCC 2-ethylhexanoate (methyl acetate)